BrC=1C=2N(C=C(C1)C(=O)OC)N=CC2C(=O)OCC 3-Ethyl 6-methyl 4-bromopyrazolo[1,5-a]pyridine-3,6-dicarboxylate